NC1=NNC2=C(C=C(C=C12)C1=CC(=NC=C1)NC(OC)=O)C1=CC(=CC=C1)O Methyl (4-(3-amino-7-(3-hydroxyphenyl)-1H-indazol-5-yl)pyridin-2-yl)carbamate